2-[(2S)-2,3-dihydro[1,4]dioxino[2,3-b]pyridin-2-ylmethyl]-8-methyl-N-[(2R/S)-tetrahydrofuran-2-ylmethyl]-4,5-dihydro-2H-furo[2,3-g]indazole-7-carboxamide O1[C@H](COC2=NC=CC=C21)CN2N=C1C3=C(CCC1=C2)OC(=C3C)C(=O)NC[C@@H]3OCCC3 |&1:28|